FC1=C(NC=2C3=C(N=CN2)C=C(C(=N3)O[C@@H]3CN(CC3)C(=O)OC(C)(C)C)F)C=CC(=C1F)O tert-butyl (3S)-3-[4-(2,3-difluoro-4-hydroxy-anilino)-7-fluoro-pyrido[3,2-d]pyrimidin-6-yl]oxypyrrolidine-1-carboxylate